C1(CC1)CNC(O[C@H]1[C@H](NC[C@@H]1O)CC1=CC=C(C=C1)Cl)=O (2R,3S,4S)-2-[(4-chlorophenyl)methyl]-4-hydroxypyrrolidin-3-yl N-(cyclopropylmethyl)carbamate